(2S,4R)-1-((S)-2-(tert-butyl)-16-(3,4-dimethoxyphenyl)-4,13-dioxo-7,10-dioxa-3,14-diazahexadecanoyl)-4-hydroxy-N-(4-(4-methylthiazol-5-yl)benzyl)pyrrolidine-2-carboxamide C(C)(C)(C)[C@@H](C(=O)N1[C@@H](C[C@H](C1)O)C(=O)NCC1=CC=C(C=C1)C1=C(N=CS1)C)NC(CCOCCOCCC(NCCC1=CC(=C(C=C1)OC)OC)=O)=O